FC1=C(C(=CC(=C1)N1CC(C1)NC=1OC(=NN1)C1=CC=C(C=C1)OC)F)C1C(NC(CC1)=O)=O 3-(2,6-difluoro-4-(3-((5-(4-methoxyphenyl)-1,3,4-oxadiazol-2-yl)amino)azetidin-1-yl)phenyl)piperidine-2,6-dione